N-((1S,3S)-3-aminocyclopentyl)-3-(6-(furan-2-yl)-1H-benzo[d]imidazol-2-yl)-1H-indazole-5-carboxamide N[C@@H]1C[C@H](CC1)NC(=O)C=1C=C2C(=NNC2=CC1)C1=NC2=C(N1)C=C(C=C2)C=2OC=CC2